N1(CCOCC1)C(=O)OC(C)C=CC=O 5-oxopent-3-en-2-yl morpholine-4-carboxylate